[Li].[Mn].[Co].[Li] lithium cobalt manganese lithium